[B-](CN1CCCCC1)(F)(F)F.[K+] Potassium trifluoro[(piperidin-1-yl)methyl]borate